3-(5-(3-(2-(2,2-Diethoxyethoxy)ethoxy)prop-1-yn-1-yl)-3-methyl-2-oxo-2,3-dihydro-1H-benzo[d]imidazol-1-yl)piperidine-2,6-dione C(C)OC(COCCOCC#CC1=CC2=C(N(C(N2C)=O)C2C(NC(CC2)=O)=O)C=C1)OCC